N6-(2-methoxy-4-((4-morpholinopiperidin-1-yl)sulfonyl)phenyl)-N4-(2-(methylsulfonyl)ethyl)-1H-pyrrolo[2,3-b]pyridine-4,6-diamine COC1=C(C=CC(=C1)S(=O)(=O)N1CCC(CC1)N1CCOCC1)NC=1C=C(C2=C(N1)NC=C2)NCCS(=O)(=O)C